COC([C@H](C)NC(=O)C1=CC2=C(N(C(=N2)NC=2SC3=C(N2)C=CC(=C3)OC(F)(F)F)C)C=C1)=O (S)-2-{[1-Methyl-2-(6-trifluoromethoxy-benzothiazol-2-ylamino)-1H-benzimidazole-5-carbonyl]-amino}-propionic acid methyl ester